((S)-4-(4-aminophenyl)-3-methylpiperazin-1-yl)-3-fluoro-2-(trifluoromethyl)benzonitrile NC1=CC=C(C=C1)N1[C@H](CN(CC1)C1=C(C(=C(C#N)C=C1)C(F)(F)F)F)C